4-allyl-3-(difluoromethyl)-3,4-dihydroquinoxalinone C(C=C)N1C(C(NC2=CC=CC=C12)=O)C(F)F